6-((1S,2S)-2-(1-Methyl-1H-pyrazol-3-yl)cyclobutyl)-4-oxo-1-((R)-1-(6-(trifluoromethyl)pyridin-3-yl)ethyl)-4,5-dihydro-1H-pyrazolo[3,4-d]pyrimidin-3-carbonitril CN1N=C(C=C1)[C@@H]1[C@H](CC1)C=1NC(C2=C(N1)N(N=C2C#N)[C@H](C)C=2C=NC(=CC2)C(F)(F)F)=O